eicosa-5,8,11,14,17-pentenenoic acid C(C=CCC=CCC=CCC=CCC=CCC=CCC)(=O)O